COC=1C=C(C=CC1)C1=NN(C=C1)C1=C2N=CN(C2=NC(=N1)N1CCOCC1)CC(=O)C1=NC=CC=C1 2-(6-(3-(3-methoxyphenyl)-1H-pyrazol-1-yl)-2-morpholino-9H-purin-9-yl)-1-(pyridin-2-yl)ethan-1-one